5-propanoyl-3-(1,2,3,4,5,8-hexahydroindolizin-7-yl)-1H-indole suberate C(CCCCCCC(=O)O)(=O)O.C(CC)(=O)C=1C=C2C(=CNC2=CC1)C1=CCN2CCCC2C1